BrCC1COC(OC1)(C)C 5-(bromomethyl)-2,2-dimethyl-1,3-dioxane